Methyl (3R,6S)-1-(2-cyclohexylacetyl)-6-methylpiperidine-3-carboxylate C1(CCCCC1)CC(=O)N1C[C@@H](CC[C@@H]1C)C(=O)OC